COC=1C=C2C(=NC(=NC2=CC1OC)C)N[C@H](C)C1=CC(=CC(=C1)C(F)(F)F)[N+](=O)[O-] (R)-6,7-dimethoxy-2-methyl-N-(1-(3-nitro-5-(trifluoromethyl)phenyl)ethyl)quinazolin-4-amine